C(C)(C)(C)OC(N(CCCl)CCCl)=O.C(C)OC1=C(C=CC=C1)C1=NC(=CC(=C1)C1=CC=C(C=C1)NC1=C(C=C(C=C1C)C)C)C1=C(C=CC=C1)OCC 2,6-bis(2-ethyl-oxyphenyl)-4-(4-(2,4,6-trimethylphenyl)aminophenyl)pyridine tert-Butyl-N,N-bis(2-chloroethyl)carbamate